C(C)OC(=O)C=1N=CC=2CN(CCC2C1)C1=CC(=NC(=C1)N1C[C@@H](CC1)F)F (R)-7-(2-fluoro-6-(3-fluoropyrrolidin-1-yl)pyridin-4-yl)-5,6,7,8-tetrahydro-2,7-naphthyridine-3-carboxylic acid ethyl ester